COC=1C=C(CNC(OC2=CC=C(C=C2)[N+](=O)[O-])=O)C=CC1 4-nitrophenyl (3-methoxybenzyl)carbamate